C(C)(C)(C)C1=C(OCC(=O)NC2=CC=C(C=C2)O)C(=CC=C1)CO 2-(2-(tert-butyl)-6-(hydroxymethyl)phenoxy)-N-(4-hydroxyphenyl)acetamide